5-(4-(methylsulfonyl)phenyl)-2-(1-(1-(5-(prop-1-en-2-yl)pyrimidin-2-yl)piperidin-4-yl)ethoxy)thiazolo[5,4-b]pyridine CS(=O)(=O)C1=CC=C(C=C1)C1=CC=C2C(=N1)SC(=N2)OC(C)C2CCN(CC2)C2=NC=C(C=N2)C(=C)C